FC(C(=O)O)(F)F.ClC=1N=CC(=NC1)N1CC2NC(C1)C2 3-(5-chloropyrazin-2-yl)-3,6-diazabicyclo[3.1.1]heptane trifluoroacetate salt